5-(4-acetoxyphenoxy)-1H-indole C(C)(=O)OC1=CC=C(OC=2C=C3C=CNC3=CC2)C=C1